N1=CC(=CC=C1)N1CCC(CC1)C=O 1-(pyridin-3-yl)piperidine-4-carbaldehyde